O\C(=C/CC)\C1C(OC2=C1C=CC=C2)=O (Z)-3-(1-hydroxybutenyl)benzofuran-2-one